[Cl-].[Cl-].C[Si](=[Zr+2](C1CCC2CC=CC=C12)C1CCC2CC=CC=C12)C Dimethylsilylenebis(tetrahydroindenyl)zirconium dichloride